C(C1=CC=CC=C1)OC=1N=C(C(=NC1)CC)Cl 5-(benzyloxy)-3-chloro-2-ethylpyrazine